CN(C1C[C@@H]2[C@@H](OC(O2)(CCCCCCCC\C=C/C\C=C/CCCCC)CCCCCCCC\C=C/C\C=C/CCCCC)C1)C (3aR,5s,6aS)-N,N-dimethyl-2,2-di((9Z,12Z)-octadeca-9,12-dienyl)tetrahydro-3aH-cyclopenta[d][1,3]dioxolan-5-amine